Methyl (±)-trans-1-benzyl-4-(2-fluorophenyl)pyrrolidine-3-carboxylate C(C1=CC=CC=C1)N1C[C@H]([C@@H](C1)C1=C(C=CC=C1)F)C(=O)OC |r|